6-(4-fluorophenyl)-4-methyl-1,5-naphthyridin-2-amine FC1=CC=C(C=C1)C=1N=C2C(=CC(=NC2=CC1)N)C